F[C@H]([C@H](C1=CC2=C(CCO2)C=C1F)N[S@](=O)C(C)(C)C)C(C1C(NC(N(C1=O)C1CCOCC1)=O)=O)=O (R)-N-((1S,2R)-2-fluoro-1-(5-fluoro-2,3-dihydrobenzofuran-6-yl)-3-oxo-3-(2,4,6-trioxo-1-(tetrahydro-2H-pyran-4-yl)hexahydropyrimidin-5-yl)propyl)-2-methylpropane-2-sulfinamide